ClC1=NC(=CC(=N1)C1(CC1)C#N)N1[C@@H](COCC1)C (R)-1-(2-chloro-6-(3-methylmorpholino)pyrimidin-4-yl)cyclopropanecarbonitrile